[Na].C(C(O)CO)P(=O)[C@@H](O)CNC(=O)OC(C)(C)C (R)-glycerylphosphinoyl-N-Bocethanolamine sodium salt